(2-chloro-6-((5-chloro-2-((4-(2-(dimethylamino)-7-azaspiro[3.5]nonan-7-yl)-5-ethyl-2-methoxyphenyl)amino)pyrimidin-4-yl)amino)phenyl)dimethylphosphine oxide ClC1=C(C(=CC=C1)NC1=NC(=NC=C1Cl)NC1=C(C=C(C(=C1)CC)N1CCC2(CC(C2)N(C)C)CC1)OC)P(C)(C)=O